N-(but-2-yn-1-yl)-2-chloro-N-phenylquinazolin-4-amine C(C#CC)N(C1=NC(=NC2=CC=CC=C12)Cl)C1=CC=CC=C1